3-[[4-(2,6-dimethylphenyl)-6-[(3S)-3-[(5-isopropoxypyrimidin-2-yl)methylamino]-5,5-dimethyl-hexyl]pyrimidin-2-yl]sulfamoyl]benzoic acid CC1=C(C(=CC=C1)C)C1=NC(=NC(=C1)CC[C@@H](CC(C)(C)C)NCC1=NC=C(C=N1)OC(C)C)NS(=O)(=O)C=1C=C(C(=O)O)C=CC1